[C@H](C)(CC)NC(C(=O)C1=C(C(=C2CCCCN12)C(=O)NC=1C=NC(=C(C1)C)F)Cl)=O (S)-3-(2-(sec-butylamino)-2-oxoacetyl)-2-chloro-N-(6-fluoro-5-methylpyridin-3-yl)-5,6,7,8-tetrahydroindolizine-1-carboxamide